N1C(=CC=C1)CC(C)N 1-(2-1H-pyrrolyl)-2-propylamine